FC(C(=O)O)(F)F.FC(C(=O)O)(F)F.N1C(=CC=2C=NC=CC21)CNC([C@H](C)NC(OC(C)(C)C)=O)=O tert-butyl (S)-(1-(((1H-pyrrolo[3,2-c]pyridin-2-yl)methyl)amino)-1-oxopropan-2-yl)carbamate di-trifluoroacetate